tert-butyl N-[(3R)-5-[(4-chlorophenyl)methyl]-8-fluoro-7-[2-(2-hydroxy-1,1-dimethyl-ethyl)tetrazol-5-yl]-1,1,4-trioxo-2,3-dihydro-1λ6,5-benzothiazepin-3-yl]carbamate ClC1=CC=C(C=C1)CN1C([C@H](CS(C2=C1C=C(C(=C2)F)C=2N=NN(N2)C(CO)(C)C)(=O)=O)NC(OC(C)(C)C)=O)=O